4-[(3-bromophenyl)methyl]piperidine-1,4-dicarboxylic acid 1,4-di-tert-butyl ester C(C)(C)(C)OC(=O)N1CCC(CC1)(C(=O)OC(C)(C)C)CC1=CC(=CC=C1)Br